C1=CC=CC=2C3=CC=CC=C3C(C12)COC(=O)N[C@H](C(=O)O)CCC (2S)-2-{[(9H-fluoren-9-ylmethoxy)carbonyl]amino}pentanoic acid